[(2R,3S,5R)-5-(6-amino-2-fluoro-purin-9-yl)-2-[[tert-butyl (dimethyl) silyl]oxy methyl]-2-ethynyl-tetrahydrofuran-3-yl](4-nitrophenyl) carbonate C(OC1=C(C=C(C=C1)[N+](=O)[O-])[C@H]1[C@@](O[C@H](C1)N1C2=NC(=NC(=C2N=C1)N)F)(C#C)CO[Si](C)(C)C(C)(C)C)([O-])=O